6-(3-Fluoro-5-isobutoxyphenyl)-2-indolin-1-yl-N-(1H-pyrazol-5-ylsulfonyl)pyridin-3-carboxamid FC=1C=C(C=C(C1)OCC(C)C)C1=CC=C(C(=N1)N1CCC2=CC=CC=C12)C(=O)NS(=O)(=O)C1=CC=NN1